C(#C)C1=C(NC2=CC=C(C=C12)F)C(=O)N1CCCC1 (3-ethynyl-5-fluoro-1H-indol-2-yl)(pyrrolidin-1-yl)methanone